5-cyclopropyl-N-[5-(3,3-difluoropyrrolidine-1-carbonyl)piperidin-3-yl]-N-(2-methylpropyl)-3-{[(1r,3r)-3-methoxycyclobutyl]amino}pyridine-2-carboxamide C1(CC1)C=1C=C(C(=NC1)C(=O)N(CC(C)C)C1CNCC(C1)C(=O)N1CC(CC1)(F)F)NC1CC(C1)OC